O=C1NC(CCC1N1C(C2=CC=C(C=C2C1)C(=O)N[C@@H](C)C(C)C)=O)=O 2-(2,6-dioxopiperidin-3-yl)-N-((S)-3-methylbutan-2-yl)-1-oxoisoindoline-5-carboxamide